N-(3-(benzo[d][1,3]dioxol-5-yl)-3-(2-methoxyphenyl)propyl)-N-benzylpropionamide O1COC2=C1C=CC(=C2)C(CCN(C(CC)=O)CC2=CC=CC=C2)C2=C(C=CC=C2)OC